NCC1=NNC(C2=CC=C(C=C12)C=1C=NC=C(C1)OC1=CC(=C(C=C1)C)Cl)=O 4-(aminomethyl)-6-(5-(3-chloro-4-methylphenoxy)pyridin-3-yl)phthalazin-1(2H)-one